C(CC#CC)O 3-Pentyn-1-ol